tert-butyl (3-(5-(methoxymethyl)pyridin-2-yl)bicyclo[1.1.1]pentan-1-yl)carbamate COCC=1C=CC(=NC1)C12CC(C1)(C2)NC(OC(C)(C)C)=O